BrCC1=NN(C(=C1)C1=CC=C2C=NN(C2=C1)CC)CC1=C(C=CC=C1)Cl 6-[3-(bromomethyl)-1-[(2-chlorophenyl)methyl]-1H-pyrazol-5-yl]-1-ethyl-1H-indazole